[N+](=O)([O-])C=1C=C(C(=O)O)C=CC1N1CCCCC1 3-nitro-4-(piperidin-1-yl)benzoic acid